C(C)OC([C@@H](COC(C)C)OC(NC1=C2CCCC2=CC=2CCCC12)=O)=O Ethyl-(2R)-2-{[(1,2,3,5,6,7-hexahydro-s-indacen-4-yl)carbamoyl]oxy}-3-(propan-2-yloxy)propanoat